C(C)(C)(C)OC(=O)N=C(NC1=CC=C(C(=O)OC2=CC=C(COC(=O)N([C@H](C(=O)OC(C)(C)C)CC(=O)OC(C)(C)C)CC(=O)OC(C)(C)C)C=C2)C=C1)NC(=O)OC(C)(C)C (S)-di-tert-butyl 2-((((4-((4-(2,3-bis(tert-butoxycarbonyl)guanidino)benzoyl)oxy)benzyl)oxy)carbonyl) (2-(tert-butoxy)-2-oxoethyl)amino)succinate